[Au].[Pd].[Ni] Nickel-palladium-Gold